ClC1=CC=2C(C(=N1)N(CC1=CC=C(C=C1)OC)CC1=CC=C(C=C1)OC)=NN(N2)CC2=NC(=CC=C2)C 6-chloro-N,N-bis(4-methoxybenzyl)-2-((6-methylpyridin-2-yl)methyl)-2H-[1,2,3]triazolo[4,5-c]pyridin-4-amine